[N+](=O)([O-])C1=C2C(C(=O)NC2=O)=CC=C1 3-nitro-phthalimide